Leucyl-glycine β-naphthylamide C1=C(C=CC2=CC=CC=C12)NC(CNC([C@@H](N)CC(C)C)=O)=O